ClC1=CN=CC(=N1)OC1C[C@H](CN(CC1)C(=O)OC(C)(C)C)C tert-butyl (3R)-5-((6-chloropyrazin-2-yl)oxy)-3-methylazepane-1-carboxylate